tert-Butyl (5-bromo-2-(hydroxymethyl)thiophen-3-yl)carbamate BrC1=CC(=C(S1)CO)NC(OC(C)(C)C)=O